5-[3-(4-fluorophenyl)-propylamino]-2-hydroxy-benzoic acid FC1=CC=C(C=C1)CCCNC=1C=CC(=C(C(=O)O)C1)O